Tellurium-palladium-silver [Ag].[Pd].[Te]